1-(4-Methoxyphenyl)-2-tosylethan-1-one COC1=CC=C(C=C1)C(CS(=O)(=O)C1=CC=C(C)C=C1)=O